1-(3-((2-((1-(1-methylpiperidin-4-yl)-1H-pyrazol-4-yl)amino)-5-(trifluoromethyl)pyrimidin-4-yl)amino)propyl)azepin-2-one CN1CCC(CC1)N1N=CC(=C1)NC1=NC=C(C(=N1)NCCCN1C(CC=CC=C1)=O)C(F)(F)F